carboxyspermine C(CCNCCCNC(=O)O)CNCCCN